(1r,4r)-4-((5-(3-fluoroimidazo[1,2-a]pyridin-6-yl)-4-(methoxy-d3)-7H-pyrrolo[2,3-d]pyrimidin-2-yl)amino)-1-methylcyclohexan-1-ol FC1=CN=C2N1C=C(C=C2)C2=CNC=1N=C(N=C(C12)OC([2H])([2H])[2H])NC1CCC(CC1)(O)C